COC(C1=C(C=CC=C1)NC(C)C1=CC=CC=2C3=CC(NN=C3C(=CC21)Br)=O)=O 2-((1-(5-Bromo-2-oxo-2,3-dihydrobenzo[f]cinnolin-7-yl)ethyl)amino)benzoic acid methyl ester